3-[(3-hydroxy-4-methoxyphenyl)methyl]-1,3-dihydro-2-benzofuran-1-one OC=1C=C(C=CC1OC)CC1OC(C2=C1C=CC=C2)=O